C(C(=C)C)(=O)OCCCC([Si](O[SiH](O[Si](C)(C)C)O[Si](C)(C)C)(C)C)(CCCOC(C(=C)C)=O)CCCOC(C(=C)C)=O TRISmethacryloxypropyl-TRIS(trimethylsiloxy)silane